3,6-dichloro-1-(3-((1-(2-meth-oxypyridin-3-yl)-5-methyl-4-nitro-1H-pyrazol-3-yl)oxy)-2-methylpropyl)-1H-pyrazolo[3,4-d]pyrimidine ClC1=NN(C2=NC(=NC=C21)Cl)CC(COC2=NN(C(=C2[N+](=O)[O-])C)C=2C(=NC=CC2)OC)C